BrC1=CC=C(N)C=C1 Para-bromoaniline